ClC=1C=C2C(=NC1)C=CN2 6-chloropyrrolo[3,2-b]pyridine